OC1=CC=C(C=C1)C(C)(C)C1=CC=C(C=C1)C#CCNC(OC(C)(C)C)=O tert-Butyl (3-(4-(2-(4-hydroxyphenyl)propan-2-yl)phenyl)prop-2-yn-1-yl)carbamate